N-[(2S)-2-hydroxy-2-(3-pyridyl)ethyl]-N-propyl-2-[2-(trifluoromethyl)-4-pyridyl]acetamide O[C@H](CN(C(CC1=CC(=NC=C1)C(F)(F)F)=O)CCC)C=1C=NC=CC1